FC(C1=CC=C(CC2=C3C(=NNC3=CC=C2)C(=O)NC23CC(C2)(C3)CC(=O)O)C=C1)(F)F 2-(3-(4-(4-(trifluoromethyl)benzyl)-1H-indazole-3-carboxamido)bicyclo[1.1.1]pentan-1-yl)acetic acid